2-(5-bromo-4'-chloro-6-methyl-[1,1'-biphenyl]-3-yl)-1-(2,6-diisopropylphenyl)-1H-benzo[d]imidazole BrC=1C=C(C=C(C1C)C1=CC=C(C=C1)Cl)C1=NC2=C(N1C1=C(C=CC=C1C(C)C)C(C)C)C=CC=C2